ClC1=CC2=C(N(C(N=C2N2[C@H](CN([C@@H](C2)C)C(C=C)=O)C)=O)C=2C(=NC=CC2C)C(C)C)N=C1CC(C)(C)C (M)-6-chloro-4-[(2S,5R)-2,5-dimethyl-4-prop-2-enoyl-piperazin-1-yl]-7-(2,2-dimethylpropyl)-1-(2-isopropyl-4-methyl-3-pyridyl)pyrido[2,3-d]pyrimidin-2-one